C(#N)C=1C=C(CN2C3=C(C(=C(CC2=O)C(=O)NC)O)C=CC=C3)C=CC1F 1-(3-cyano-4-fluorobenzyl)-5-hydroxy-N-methyl-2-oxo-2,3-dihydro-1H-benzo[b]azepine-4-carboxamide